C(=O)(O)C1=CC=C(C=C1)C=1C=C(C(=O)O)C=C(C1)C1=CC=C(C=C1)C(=O)O 3,5-di(p-carboxyphenyl)benzoic acid